C(C)(=O)N(C1=C(C=C(C=C1)C1=CC=C(C=N1)C(=O)NCC=1C(=NC=CC1)C)C(F)(F)F)C 6-[4-[acetyl(methyl)amino]-3-(trifluoromethyl)phenyl]-N-[(2-methyl-3-pyridyl)methyl]pyridine-3-carboxamide